2,5-dimethoxymethyl-furan COCC=1OC(=CC1)COC